5-methyl-1-phenyl-1H-pyrazole-4-carbonyl chloride CC1=C(C=NN1C1=CC=CC=C1)C(=O)Cl